FC1=C(C=CC(=C1)N1C[C@](CCC1)(CCC1=CC(=CC=C1)C(F)(F)F)N1CCCC1)S(=O)(=O)NC1=NC=NC=C1 (R)-2-fluoro-N-(pyrimidin-4-yl)-4-(3-(pyrrolidin-1-yl)-3-(3-(trifluoromethyl)phenethyl)piperidin-1-yl)benzenesulfonamide